CO[Si](CCC[SiH2]CCC[Si](OC)(OC)OC)(OC)OC bis(3-trimethoxysilylpropyl)silane